2-(3,5-dichloro-4-((1-(3,5-dimethylphenyl)-6-oxo-1,6-dihydropyridin-3-yl)oxy)phenyl)-6-(fluoromethyl)-1,2,4-triazine-3,5(2H,4H)-dione ClC=1C=C(C=C(C1OC1=CN(C(C=C1)=O)C1=CC(=CC(=C1)C)C)Cl)N1N=C(C(NC1=O)=O)CF